6-chloro-4-{4-[(2,4-difluorophenyl)methyl]piperazin-1-yl}-1-methyl-2-oxo-1,2-dihydro-1,5-naphthyridine-3-carbonitrile ClC=1N=C2C(=C(C(N(C2=CC1)C)=O)C#N)N1CCN(CC1)CC1=C(C=C(C=C1)F)F